tert-butyl (4-(2-(tetrahydro-2H-pyran-2-yl)vinyl)thiazol-2-yl)carbamate O1C(CCCC1)C=CC=1N=C(SC1)NC(OC(C)(C)C)=O